C(C)C(COC(CCN(CCN(CCN(CCC(OCC(CCCC)CC)=O)CCC(OCC(CCCC)CC)=O)CCN(CCC(OCC(CCCC)CC)=O)CCC(OCC(CCCC)CC)=O)CCC(OCC(CCCC)CC)=O)=O)CCCC tris(2-bis(3-(2-ethylhexyloxy)-3-oxopropyl)aminoethyl)amine